3-benzoyl-6-Nitrocoumarin C(C1=CC=CC=C1)(=O)C=1C(OC2=CC=C(C=C2C1)[N+](=O)[O-])=O